3-bromo-N-[(2S)-1-{(E)-[(dimethylamino)methylene]amino}-1-oxopropan-2-yl]-5-[(2,3,3-trichloroprop-2-en-1-yl)oxy]benzamide BrC=1C=C(C(=O)N[C@H](C(=O)/N=C/N(C)C)C)C=C(C1)OCC(=C(Cl)Cl)Cl